O1CCOC12C(CCC2)N2N=CC(=C2)C=2C(=C(C=CC2)NC2=C(N=NC(=C2)NC(=O)C2CC2)C(=O)N)C#N 4-((3-(1-(1,4-dioxaspiro[4.4]nonan-6-yl)-1H-pyrazol-4-yl)-2-cyanophenyl)amino)-6-(cyclopropanecarboxamido)pyridazine-3-carboxamide